ClC=1C=CC=CC1 5-chlorobenzene